FC(C1=CC=C(C=C1)NC1=C(C=CC=C1)C1=NN=C(O1)CCNC(C=C)=O)(F)F N-(2-(5-(2-((4-(trifluoromethyl)phenyl)amino)phenyl)-1,3,4-oxadiazol-2-yl)ethyl)acrylamide